3-(2,6-difluoro-3,5-dimethoxyphenyl)-1-ethyl-7-(1-methyl-1H-pyrazol-4-yl)-1,6-naphthyridin-2(1H)-one FC1=C(C(=C(C=C1OC)OC)F)C=1C(N(C2=CC(=NC=C2C1)C=1C=NN(C1)C)CC)=O